C(#N)[C@H](C[C@H]1C(NCC1)=O)NC(=O)[C@@H]1[C@H]2C([C@H]2CN1C([C@H](C(C)(C)C)NC(CC(C)(C)C)=O)=O)(C)C (1R,2S,5S)-N-((S)-1-cyano-2-((S)-2-oxopyrrolidin-3-yl)ethyl)-3-((S)-2-(3,3-dimethylbutanamido)-3,3-dimethylbutanoyl)-6,6-dimethyl-3-azabicyclo[3.1.0]hexane-2-carboxamide